NCCCOCCCNC(OC(C)(C)C)=O Tert-Butyl N-[3-(3-aminopropoxy)propyl]carbamate